C(C)(C)(C)OC(=O)N1C[C@H]2C([C@H]2C1)C(N(C)OC)=O (1r,5s,6r)-6-[methoxy(methyl)carbamoyl]-3-azabicyclo[3.1.0]Hexane-3-carboxylic acid tert-butyl ester